((1s,3s)-3-aminocyclobutyl)methanol NC1CC(C1)CO